titanium Niobium molybdenum [Mo].[Nb].[Ti]